1-(4-fluorobenzyl)-4-hydroxy-N-(3-methylbicyclo[1.1.1]pentan-1-yl)-2-oxo-1,2-dihydro-1,8-naphthyridine-3-carboxamide FC1=CC=C(CN2C(C(=C(C3=CC=CN=C23)O)C(=O)NC23CC(C2)(C3)C)=O)C=C1